2-(isocyanomethyl)-1H-benzotriazole [N+](#[C-])CN1NC2=C(N1)C=CC=C2